tert-Butyl N-(3-{[3-(8-chloroquinolin-6-yl)-1-(4-methylbenzenesulfonyl)-1H-pyrrolo[2,3-b]pyridin-5-yl]formamido}propyl)carbamate ClC=1C=C(C=C2C=CC=NC12)C1=CN(C2=NC=C(C=C21)C(=O)NCCCNC(OC(C)(C)C)=O)S(=O)(=O)C2=CC=C(C=C2)C